C(C1=CC=CC=C1)N1CCN(CCN(CC1)CC=1C(=C(C(=O)N)C=C(C1)C)O)CC=1C(=C(C(=O)N)C=C(C1)C)O 3,3'-[(7-benzyl-1,4,7-triazonane-1,4-diyl)bis(methylene)]bis(2-hydroxy-5-methylbenzamide)